FC=1C=C(C=CC1C1CCN(CC1)CC1CCNCC1)N[C@H]1C(NC(CC1)=O)=O (R)-3-((3-Fluoro-4-(1-(piperidin-4-ylmethyl)piperidin-4-yl)phenyl)amino)piperidine-2,6-dione